CN1CCN(C2=C(C=CC=C12)C)S(=O)(=O)C1=C(C=C(C=C1)B1OC(C(O1)(C)C)(C)C)C 1,5-dimethyl-4-[2-methyl-4-(4,4,5,5-tetramethyl-1,3,2-dioxaborolan-2-yl)benzenesulfonyl]-1,2,3,4-tetrahydroquinoxaline